(R)-N-(1-(2-(bis(4-methoxybenzyl)amino)pyridin-3-yl)ethyl)-2-methylpropane-2-sulfenamide COC1=CC=C(CN(C2=NC=CC=C2[C@@H](C)NSC(C)(C)C)CC2=CC=C(C=C2)OC)C=C1